CSCCSC 1,2-bis(Methylthio)ethane